C(C)OC(CC(C[N+](=O)[O-])C1=C(C=C(C(=C1)OC)NC(=O)OC(C)(C)C)F)=O 3-(4-((tert-butoxycarbonyl)amino)-2-fluoro-5-methoxyphenyl)-4-nitrobutanoic acid ethyl ester